C1(CCC1)CC1=CN(C=2C1=NC=C(C2)C=2C(=NOC2C)C)C2=C(C=C(C(=O)O)C=C2)OC(F)(F)F 4-(3-(cyclobutylmethyl)-6-(3,5-dimethylisoxazol-4-yl)-1H-pyrrolo[3,2-b]pyridin-1-yl)-3-(trifluoromethoxy)benzoic acid